C(C)(C)(C)C1=C(C(=CC(C1)(C)C)C(C)(C)C)O 2,6-ditert-butyl-4,4-xylenol